3-chloro-4-(1-(4-fluoro-3-methoxyphenyl)-1H-indazol-5-yl)aniline ClC=1C=C(N)C=CC1C=1C=C2C=NN(C2=CC1)C1=CC(=C(C=C1)F)OC